O-[3-butynyl]-L-tyrosine C(CC#C)OC1=CC=C(C[C@H](N)C(=O)O)C=C1